(3-chloropropyl)-2-[methyl-[5-methyl-6-[(Z)-[3-(2-trimethylsilylethoxymethyl)-1,3-benzothiazol-2-ylidene]amino]pyridazin-3-yl]amino]thiazole-4-carboxylic acid ethyl ester C(C)OC(=O)C=1N=C(SC1CCCCl)N(C=1N=NC(=C(C1)C)\N=C\1/SC2=C(N1COCC[Si](C)(C)C)C=CC=C2)C